ClC(=C[C@H]1C([C@@H]1C(=O)OCC1=C(C(=C(C(=C1F)F)COC)F)Cl)(C)C)Cl 2-chloro-4-methoxymethyl-3,5,6-trifluorobenzyl (1RS)-trans-3-(2,2-dichloro-1-ethenyl)-2,2-dimethylcyclopropanecarboxylate